N-((S)-(5-((R)-Cyclopropyl(2-(3,3-difluorocyclobutyl)acetamido)methyl)-1H-benzo[d]imidazol-2-yl)(4,4-difluorocyclohexyl)methyl)-4-(2,2-difluoroethoxy)-1,2,5-oxadiazole-3-carboxamide C1(CC1)[C@H](C1=CC2=C(NC(=N2)[C@@H](NC(=O)C2=NON=C2OCC(F)F)C2CCC(CC2)(F)F)C=C1)NC(CC1CC(C1)(F)F)=O